1-[5-(3,4-difluorophenyl)-7-iodo-6-tetrahydropyran-4-yl-pyrrolo[2,3-f]indazol-1-yl]-2,2-dimethyl-propan-1-one FC=1C=C(C=CC1F)N1C(=C(C2=C1C=C1C=NN(C1=C2)C(C(C)(C)C)=O)I)C2CCOCC2